C(C)(C)(C)OC(=O)N1[C@@H]2CN([C@H](C1)C2)C2=CC=C(C=C2)OCC2=CC=CC=C2 (1S,4S)-5-(4-(benzyloxy)phenyl)-2,5-diazabicyclo[2.2.1]Heptane-2-carboxylic acid tert-butyl ester